NCCCN1N=CC=C1C(=O)OC methyl 2-(3-aminopropyl)pyrazole-3-carboxylate